ClC1=C(C=C(C=2C([C@@]3([C@@H](CC(C=C3OC)=O)C)OC21)=O)OC)C(=O)NNC([C@H](C)OC2OCCCC2)=O (2S,5'R)-7-chloro-1',4-dimethoxy-5'-methyl-3,3'-dioxo-N'-[(2S)-2-tetrahydropyran-2-yloxypropionyl]spiro[benzofuran-2,6'-cyclohexene]-6-carboxylic acid hydrazide